ClC=1C=CC2=C(CC(CC=3N2C(=NN3)C3CCN(CC3)[C@H]3COCC3)OC)C1 8-chloro-5-methoxy-1-{1-[(3R)-tetrahydrofuran-3-yl]piperidin-4-yl}-5,6-dihydro-4H-[1,2,4]triazolo[4,3-a][1]benzazepine